C1(CC1)OC1=NC=CC=C1NC1=NC=2N(C(=C1)NC)N=CC2C(=O)NC2CC(C2)O 5-((2-cyclopropoxypyridin-3-yl)amino)-N-((1r,3r)-3-hydroxycyclobutyl)-7-(methylamino)pyrazolo[1,5-a]pyrimidine-3-carboxamide